BrCC[C@H]1C=2N(C3=C(C(=N1)C1=CC=C(C=C1)Cl)C(=C(S3)C)C)C(=NN2)C (S)-6-(2-bromoethyl)-4-(4-chlorophenyl)-2,3,9-trimethyl-6H-thieno[3,2-f][1,2,4]triazolo[4,3-a][1,4]diazepine